C1(CCC1)NC1=NC=C2C(=N1)N(N=C2C=2C(=C(C(=C(C2)C(F)(F)F)F)O)F)C 3-(6-(Cyclobutylamino)-1-methyl-1H-pyrazolo[3,4-d]pyrimidin-3-yl)-2,6-difluoro-5-(trifluoromethyl)phenol